tert-butyl 7-(6-amino-3-pyridyl)-4-azaspiro[2.5]oct-6-ene-4-carboxylate NC1=CC=C(C=N1)C1=CCN(C2(CC2)C1)C(=O)OC(C)(C)C